Mercury(II) Hydroxide [Hg](O)O